5-amino-3-[2-fluoro-4-[[(2-methoxybenzoyl)amino]methyl]phenyl]-1-tetrahydrofuran-3-yl-pyrazole-4-carboxamide NC1=C(C(=NN1C1COCC1)C1=C(C=C(C=C1)CNC(C1=C(C=CC=C1)OC)=O)F)C(=O)N